3,3'-((2-((3-((3-aminopropyl)amino)-3-oxopropoxy)methyl)-2-(12-(benzyloxy)dodecanamido)propane-1,3-diyl)bis(oxy))bis(N-(3-aminopropyl)propanamide) NCCCNC(CCOCC(COCCC(=O)NCCCN)(COCCC(=O)NCCCN)NC(CCCCCCCCCCCOCC1=CC=CC=C1)=O)=O